5-Chloro-2-((3S,4S,5R)-4-fluoro-3,5-dimethylpiperidin-1-yl)-6-((1-methyl-3-(morpholin-2-ylmethoxy)-2-oxo-1,2-dihydroquinolin-6-yl)amino)nicotinonitrile ClC=1C(=NC(=C(C#N)C1)N1C[C@@H](C([C@@H](C1)C)F)C)NC=1C=C2C=C(C(N(C2=CC1)C)=O)OCC1CNCCO1